C(CN1C(=NC2=C1C=CC(=C2)C(N)=O)C=2C1=C(SC2C(=O)O)C=CC=C1)N1C(=NC2=C1C=CC(=C2)C(N)=O)C=2C1=C(SC2C(=O)O)C=CC=C1 3'-(ethane-1,2-diylbis(5-carbamoyl-1H-benzo[d]imidazole-1,2-diyl))bis(benzo[b]thiophene-2-carboxylic acid)